2,2'-((5-(4,6-diphenyl-1,3,5-triazin-2-yl)-1,3-phenylene)bis(9H-carbazole-9,3-diyl))dibenzonitrile C1(=CC=CC=C1)C1=NC(=NC(=N1)C1=CC=CC=C1)C=1C=C(C=C(C1)N1C2=CC=CC=C2C=2C=C(C=CC12)C1=C(C#N)C=CC=C1)N1C2=CC=CC=C2C=2C=C(C=CC12)C1=C(C#N)C=CC=C1